2-[(cis)-3-hydroxy-3-methylcyclobutyl]-4-(trifluoromethyl)-1,3a-diaza-6-indenol OC1(CC(C1)C=1N=C2C=C(C=C(N2C1)C(F)(F)F)O)C